C(C)(C)(C)OC(=O)N1CCN(CC1)C(=O)N1C[C@@H](CCC1)C(=O)OC (R)-4-(3-(methoxycarbonyl)piperidine-1-carbonyl)piperazine-1-carboxylic acid tert-butyl ester